2-methyl-4-vinylferrocene benzoate C(C1=CC=CC=C1)(=O)O.CC=1[CH-]C=C(C1)C=C.[CH-]1C=CC=C1.[Fe+2]